N-(3-methylsulfonylphenyl)-4-(3-nitrophenyl)thiazol-2-amine CS(=O)(=O)C=1C=C(C=CC1)NC=1SC=C(N1)C1=CC(=CC=C1)[N+](=O)[O-]